γ-glutamylcysteinyl-β-alanine N[C@@H](CCC(=O)N[C@@H](CS)C(=O)NCCC(=O)O)C(=O)O